C(C)[C@@H]1N(C[C@H](N(C1)C(C)C1=C(C2=C(N=C(S2)C)C=C1)F)C)C=1C=2N(N(C(C1)=O)C)C=C(N2)CC#N 2-(8-((2s,5r)-2-ethyl-4-(1-(7-fluoro-2-methylbenzo[d]thiazol-6-yl)ethyl)-5-methylpiperazin-1-yl)-5-methyl-6-oxo-5,6-dihydroimidazo[1,2-b]pyridazin-2-yl)acetonitrile